3,5,3',5'-tetramethyl-biphenol CC1=C(C(=CC(=C1)C)O)C=1C(=CC(=CC1C)C)O